ClC1=C(C(OC2=C3CCCN4C3=C(C=C21)CCC4)=O)C=O 9-chloro-11-oxo-2,3,6,7-tetrahydro-1H,5H,11H-pyrano[2,3-f]pyrido[3,2,1-ij]quinoline-10-formaldehyde